tert-butyl (8-cyclopentyl-2-(methylthio)-7-oxo-7,8-dihydropyrido[2,3-d]pyrimidin-6-yl)-carbamate C1(CCCC1)N1C(C(=CC2=C1N=C(N=C2)SC)NC(OC(C)(C)C)=O)=O